O=C1N(C(CCC1N1C(N(C2=C1C=CC(=C2)N2C[C@H](N(CC2)C(=O)OC(C)(C)C)C(C)C)C)=O)=O)COCC[Si](C)(C)C tert-butyl (2R)-4-[1-(2,6-dioxo-1-{[2-(trimethylsilyl)ethoxy]methyl}piperidin-3-yl)-3-methyl-2-oxo-1,3-benzodiazol-5-yl]-2-isopropylpiperazine-1-carboxylate